(2S,3S)-ethyl 3-((2-chloro-5-fluoro-6-(thiophen-2-yl)pyrimidin-4-yl) amino)bicyclo[2.2.2]octane-2-carboxylate ClC1=NC(=C(C(=N1)N[C@@H]1[C@H](C2CCC1CC2)C(=O)OCC)F)C=2SC=CC2